C(N)(OC1(CCCCC1)CC=1N=NN(C1)[C@@H](C(C)(C)C)C(=O)N1[C@@H](C[C@H](C1)O)C(NC)=O)=O [1-[[1-[(1S)-1-[(2S,4r)-4-hydroxy-2-(methylcarbamoyl) pyrrolidine-1-carbonyl]-2,2-dimethyl-propyl] triazol-4-yl] methyl] cyclohexyl] carbamate